OC1=CC(=C(C=C1)C(C=CC1=CC=C(C=C1)OC)=O)C 1-(4-Hydroxy-2-methylphenyl)-3-(4-methoxyphenyl)prop-2-en-1-one